4-Ethyl-3-isocyanato-8-(2,3,5-trifluorophenyl)quinoline C(C)C1=C(C=NC2=C(C=CC=C12)C1=C(C(=CC(=C1)F)F)F)N=C=O